5-chloro-N-((1r,4r)-4-((3-(6-((2,2-difluoroethyl)amino)pyridin-3-yl)-2-oxo-2,3-dihydro-1H-benzo[d]imidazol-1-yl)methyl)cyclohexyl)-2-(difluoromethyl)nicotinamide ClC=1C=NC(=C(C(=O)NC2CCC(CC2)CN2C(N(C3=C2C=CC=C3)C=3C=NC(=CC3)NCC(F)F)=O)C1)C(F)F